tert-butyl (4R,5R)-4-(acetoxymethyl)-5-(4-bromothiazol-2-yl)-1,2,3-oxathiazolidine-3-carboxylate 2,2-dioxide C(C)(=O)OC[C@H]1N(S(O[C@H]1C=1SC=C(N1)Br)(=O)=O)C(=O)OC(C)(C)C